1-amino-5-hydroxy-4-[(1-methylpropyl)amino]-8-nitro-9,10-anthraquinone NC1=CC=C(C=2C(C3=C(C=CC(=C3C(C12)=O)[N+](=O)[O-])O)=O)NC(CC)C